N=1C=NN2C1C=C(C=C2)OC2=CC(=C(C=C2C)NC2=NC=NC1=CC3=C(C=C21)NCCO3)OC N-(4-([1,2,4]triazolo[1,5-a]pyridin-7-yloxy)-2-methoxy-5-methylphenyl)-7,8-dihydro-6H-[1,4]oxazino[3,2-g]quinazolin-4-amine